1-({3-[3-(acetylamino)phenyl]phenyl}methyl)-3-hydroxy-2-oxoquinoline-4-carboxylic acid C(C)(=O)NC=1C=C(C=CC1)C=1C=C(C=CC1)CN1C(C(=C(C2=CC=CC=C12)C(=O)O)O)=O